N1=CN=C2N=CNC2=C1S 6-purinethiol